4-Cyano-N-(3-(1-methyl-1H-pyrazol-4-yl)phenyl)morpholine-2-carboxamide C(#N)N1CC(OCC1)C(=O)NC1=CC(=CC=C1)C=1C=NN(C1)C